ClC=1C=C(C=CC1)N1CCN(CC1)CC[C@@H]1OC(C2(C1)CCN(CC2)C(=O)OC(C)(C)C)=O tert-butyl (R)-3-(2-(4-(3-chlorophenyl)piperazin-1-yl)ethyl)-1-oxo-2-oxa-8-azaspiro[4.5]decane-8-carboxylate